C(C1=CC=CC=C1)(C1=CC=CC=C1)(C1=CC=CC=C1)N1N=NC(=C1)COC=1C=C(C=2CCCC2C1)C#N 6-((1-trityl-1H-1,2,3-triazol-4-yl)methoxy)-2,3-dihydro-1H-indene-4-carbonitrile